C(C)N1C(C(CC1C)CC)=O 1,3-diethyl-5-methylpyrrolidone